COC(=O)C=1C=C2CCCC2=C(C1Br)[N+](=O)[O-] 6-bromo-7-nitro-2,3-dihydro-1H-indene-5-carboxylic acid methyl ester